2,5-dibromo-N,N-dimethyl-3-thiophenebutylamine BrC=1SC(=CC1CCCCN(C)C)Br